2-(2-fluoro-4-(4,4,5,5-tetramethyl-1,3,2-dioxaborolan-2-yl)phenyl)cyclobutan-1-amine FC1=C(C=CC(=C1)B1OC(C(O1)(C)C)(C)C)C1C(CC1)N